CN(CCNC=1C=C2CN(CC2=CC1)C1=NC=CC(=N1)C1=NC=CC(=N1)\C=C\C1=CC=NC=C1)C N',N'-Dimethyl-N-[2-[4-[4-[(E)-2-(4-pyridyl)vinyl]pyrimidin-2-yl]pyrimidin-2-yl]isoindolin-5-yl]ethane-1,2-diamine